CC=1C(=NC(=NC1)C(=O)O[C@@H]1C[C@H](CC1)O[Si](C)(C)C(C)(C)C)C1=CC(=CC=C1)C1=NOC(=C1)[C@]1(C(N(CC1)C)=O)O trans-3-((tert-butyldimethylsilyl)oxy)cyclopentanol methyl-(R)-4-(3-(5-(3-hydroxy-1-methyl-2-oxopyrrolidin-3-yl)isoxazol-3-yl)phenyl)pyrimidine-2-carboxylate